Cl.N=1N2C(=CC1C=1C=C(C(=NC1)N)C(F)(F)F)[C@]1(CC2)CNCC1 |r| 5-[(rac)-5',6'-dihydrospiro[pyrrolidine-3,4'-pyrrolo[1,2-b]pyrazol]-2'-yl]-3-(trifluoromethyl)pyridin-2-amine-hydrochloride salt